trans-S-(2-hydroxycyclohexyl) ethanethioate C(C)(S[C@H]1[C@@H](CCCC1)O)=O